(R)-2-hydroxy-N-((1S,2S)-2-(4-(8-methoxy-6-methyl-4-oxo-4,5-dihydrothieno[2,3-c]quinolin-9-yl)phenyl)cyclopentyl)-2-phenylacetamide O[C@@H](C(=O)N[C@@H]1[C@@H](CCC1)C1=CC=C(C=C1)C=1C=2C3=C(C(NC2C(=CC1OC)C)=O)SC=C3)C3=CC=CC=C3